6-(4-(3-fluoro-5-formylpyridin-2-yl)indolin-1-yl)-N-((1R,2R)-2-fluorocyclobutyl)-8-((4-methoxybenzyl)(methyl)amino)imidazo[1,2-b]pyridazine-3-carboxamide FC=1C(=NC=C(C1)C=O)C1=C2CCN(C2=CC=C1)C=1C=C(C=2N(N1)C(=CN2)C(=O)N[C@H]2[C@@H](CC2)F)N(C)CC2=CC=C(C=C2)OC